cis-(4-aminocyclohexyl)-[(3S)-3-(4-chlorophenyl)isoxazolidin-2-yl]methanone hydrochloric acid salt Cl.N[C@H]1CC[C@H](CC1)C(=O)N1OCC[C@H]1C1=CC=C(C=C1)Cl